The molecule is an organophosphate oxoanion resulting from the removal of two protons from the phosphate group of ditrans,polycis-dodecaprenyl phosphate. It is a conjugate base of a ditrans,polycis-dodecaprenyl phosphate. CC(=CCC/C(=C/CC/C(=C/CC/C(=C\\CC/C(=C\\CC/C(=C\\CC/C(=C\\CC/C(=C\\CC/C(=C\\CC/C(=C\\CC/C(=C\\CC/C(=C\\COP(=O)([O-])[O-])/C)/C)/C)/C)/C)/C)/C)/C)/C)/C)/C)C